3-fluoro-4-{[8-isopropoxy-7-(1H-pyrazol-4-yl)-[1,2,4]triazolo[1,5-c]pyrimidin-2-yl]amino}benzenesulfonyl chloride FC=1C=C(C=CC1NC1=NN2C=NC(=C(C2=N1)OC(C)C)C=1C=NNC1)S(=O)(=O)Cl